3-((2S)-2-hydroxy-3-(8-(4-(pyridin-4-yl)phenylsulfonyl)-1-oxa-8-azaspiro[4.5]decan-3-ylamino)propoxy)-N-methylbenzenesulfonamide O[C@H](COC=1C=C(C=CC1)S(=O)(=O)NC)CNC1COC2(C1)CCN(CC2)S(=O)(=O)C2=CC=C(C=C2)C2=CC=NC=C2